FC1=C(C#N)C(=CC=C1N1C[C@H](OCC1)CO)[N+](=O)[O-] (S)-2-fluoro-3-(2-(hydroxymethyl)morpholino)-6-nitrobenzonitrile